5-fluoroadenosin FC12N=CN([C@H]3[C@H](O)[C@H](O)[C@@H](CO)O3)C2=NC=NC1=N